FC1=C(C=C(C=C1)NC(=O)NC1=CC(=NC=C1)C(F)(F)F)C(=O)C=1C=C2N=C(C=NC2=CC1)N1CCOCC1 1-(4-fluoro-3-(3-morpholinoquinoxaline-6-carbonyl)phenyl)-3-(2-(trifluoromethyl)pyridin-4-yl)urea